C(C)(C)(C)OC(=O)N1C[C@@H](CC1)NC(C1=C(C=C(C=C1)N)F)=O (R)-3-(4-amino-2-fluorobenzamido)pyrrolidine-1-carboxylic acid tert-butyl ester